[(1,3-dicyclohexyl-2,4,6-trioxohexahydropyrimidin-5-yl)carbonyl]glycine C1(CCCCC1)N1C(N(C(C(C1=O)C(=O)NCC(=O)O)=O)C1CCCCC1)=O